ClC=1C=C(C=2N(N1)C=C(N2)C)C 6-Chloro-2,8-dimethyl-imidazo[1,2-b]pyridazine